tert-butyl (2S)-2-(imidazole-1-carbonyl)pyrrolidine-1-carboxylate N1(C=NC=C1)C(=O)[C@H]1N(CCC1)C(=O)OC(C)(C)C